C(C)OC1=C2CC(=C(NC2=C(C=N1)C)C)C(=O)[O-] 5-ethoxy-2,8-dimethyl-1,4-dihydro-1,6-naphthyridine-3-carboxylate